(2R,5S)-5-(aminomethyl)-2-[4-(1,3-benzodioxol-5-yloxy)phenyl]-1,4-thiazepan-3-one NC[C@H]1NC([C@H](SCC1)C1=CC=C(C=C1)OC1=CC2=C(OCO2)C=C1)=O